ClC=1C(=NC=CC1)C(=O)NCCF 3-chloro-N-(2-fluoroethyl)pyridineamide